(3E,4S)-3-[2-(dimethylamino)ethylidene]-4-methyl-1-{4-[(3-methyl-4-{[1,2,4]triazolo[1,5-a]pyridin-7-yloxy}phenyl)amino]pyrido[3,2-d]pyrimidin-6-yl}pyrrolidin-2-one CN(C\C=C/1\C(N(C[C@H]1C)C=1C=CC=2N=CN=C(C2N1)NC1=CC(=C(C=C1)OC1=CC=2N(C=C1)N=CN2)C)=O)C